1-(4-bromo-2,6-diisopropylphenyl)benzene-1,2-diamine BrC1=CC(=C(C(=C1)C(C)C)C1(C(C=CC=C1)N)N)C(C)C